C(C1=CC=CC=C1)N1N=C(N=C1)C(=O)NC1C(N(C=2N(CCC1)N=C(C2)C2CC2)C)=O 1-benzyl-N-(2-cyclopropyl-4-methyl-5-oxo-4,5,6,7,8,9-hexahydropyrazolo[1,5-a][1,3]diazocine-6-yl)-1H-1,2,4-triazole-3-carboxamide